4,7-dichloro-2-(2,4-dimethoxypyrimidin-5-yl)pyrazolo[4,3-c]pyridine ClC1=NC=C(C=2C1=CN(N2)C=2C(=NC(=NC2)OC)OC)Cl